1-(2-(6-((4-methoxypyridin-2-yl)amino)-2-(4-methylpiperazin-1-yl)pyrimidin-4-yl)-2,7-diazaspiro[3.5]nonan-7-yl)ethan-1-one COC1=CC(=NC=C1)NC1=CC(=NC(=N1)N1CCN(CC1)C)N1CC2(C1)CCN(CC2)C(C)=O